C1CCC2=C(C=3CCCC3C=C12)NC(=O)N=[S@](=O)(N)C=1C=NN2C1O[C@H](C2)COC (R,2R)-N'-((1,2,3,5,6,7-hexahydro-s-indacen-4-yl)carbamoyl)-2-(methoxymethyl)-2,3-dihydropyrazolo[5,1-b]oxazole-7-sulfonimidamide